C[Ir+]F methylfluoroiridium (III)